N,N,N',N'-tetra(p-aminophenyl)p-phenylenediamine NC1=CC=C(C=C1)N(C1=CC=C(C=C1)N(C1=CC=C(C=C1)N)C1=CC=C(C=C1)N)C1=CC=C(C=C1)N